tert-butyl 8-(((6-(3,6-dihydro-2H-pyran-4-yl)pyridin-2-yl)methoxy)methyl)-2-((S)-2,2-dimethylcyclopropane-1-carbonyl)-2,6-diazaspiro[3.4]octane-6-carboxylate O1CCC(=CC1)C1=CC=CC(=N1)COCC1CN(CC12CN(C2)C(=O)[C@@H]2C(C2)(C)C)C(=O)OC(C)(C)C